BrC=1C=C2C(=NC1Cl)N(C=N2)C 6-bromo-5-chloro-3-methyl-3H-imidazo[4,5-b]pyridine